C1(=CC=CC=2[Se]C3=C(C21)C=CC=C3)C=3C(=C(C=CC3)C3=CC=CC=C3)C3=NN=NC(=C3C3=C(C=CC=C3)C3=CC=CC=C3)C3=C(C=CC=C3)C3=CC=CC=C3 (dibenzoselenophenyl)[bis(biphenylyl)triazinyl]biphenyl